2-[6-(trifluoromethoxy)-1H-indol-3-yl]ethanamine FC(OC1=CC=C2C(=CNC2=C1)CCN)(F)F